(S)-5'-bromo-2'-oxo-1',2',5,7-tetrahydrospiro[cyclopenta[c]pyridine-6,3'-pyrrolo[2,3-b]pyridine]-3-carboxylic acid isopropyl ester C(C)(C)OC(=O)C1=CC2=C(C=N1)C[C@@]1(C(NC3=NC=C(C=C31)Br)=O)C2